BrCCOC1=CC=CC=C1 2-bromoethoxy-benzene